NC1=C(C=CC(=C1)OC(F)(F)F)C(=O)N1CC[C@@H](CCC1)C1=C2C(=NC=C1)NC(=N2)C2CCOCC2 [2-amino-4-(trifluoromethoxy)phenyl]-[(4R)-4-(2-tetrahydropyran-4-yl-3H-imidazo[4,5-b]pyridin-7-yl)azepan-1-yl]methanone